CC=1NC(=C(N1)C1=C(C=C(C(=C1)F)F)F)C1=CC2=C(N=CS2)C=C1 6-(2-Methyl-4-(2,4,5-trifluorophenyl)-1H-imidazol-5-yl)benzo[d]thiazole